NC1=C2C(=NC=N1)N(N=C2C2=NOC(=C2C2=NC=C(C=N2)C2CCN(CC2)C(=O)OCC(=O)OC(C)(C)C)C2CC2)C(C)C (2-tert-butoxy-2-oxo-ethyl) 4-[2-[3-(4-amino-1-isopropyl-pyrazolo[3,4-d]pyrimidin-3-yl)-5-cyclopropyl-isoxazol-4-yl]pyrimidin-5-yl]piperidine-1-carboxylate